BrC1=CC=2C(=NSN2)C=C1 5-bromo-2,1,3-benzothiadiazole